(2Z,4E,6E,8E)-S-m-tolyl 3,7-dimethyl-9-(2,6,6-trimethyl-3-(pyridin-2-yl)cyclohex-1-en-1-yl)nona-2,4,6,8-tetraenethioate C/C(=C/C(SC=1C=C(C=CC1)C)=O)/C=C/C=C(/C=C/C1=C(C(CCC1(C)C)C1=NC=CC=C1)C)\C